4-(3-(dicyclopropyl(hydroxy)methyl)-6-(3,5-dimethylisoxazol-4-yl)-1H-pyrrolo[3,2-b]pyridin-1-yl)-3-(trifluoromethoxy)benzoic acid C1(CC1)C(C1=CN(C=2C1=NC=C(C2)C=2C(=NOC2C)C)C2=C(C=C(C(=O)O)C=C2)OC(F)(F)F)(O)C2CC2